ClC1=NC=C(C(=N1)C=1C=C2C(=NC1)CN(C2=O)[C@@H](C(=O)OC(C)(C)C)C)Cl tert-butyl (R)-2-(3-(2,5-dichloropyrimidin-4-yl)-5-oxo-5,7-dihydro-6H-pyrrolo[3,4-b]pyridin-6-yl)propionate